BrC=1C(=C(OCCCN2N=NC(=C2)C=O)C=CC1)C 1-(3-(3-Bromo-2-methylphenoxy)propyl)-1H-1,2,3-triazole-4-carbaldehyde